1-Dodecyl-3-propylpyridinium chlorid [Cl-].C(CCCCCCCCCCC)[N+]1=CC(=CC=C1)CCC